(R)-6-chloro-4-isopropyl-1-(3-(methylsulfonyl)pyrrolidin-1-yl)-2,7-naphthyridine ClC=1C=C2C(=CN=C(C2=CN1)N1C[C@@H](CC1)S(=O)(=O)C)C(C)C